N1CCC(CC1)CCCCC1CCNCC1 1,4-bis-(4-piperidinyl)butane